(4-chloro-6-((2,3-dihydro-1H-inden-2-yl)carbamoyl)pyridin-2-yl)carbamic acid tert-butyl ester C(C)(C)(C)OC(NC1=NC(=CC(=C1)Cl)C(NC1CC2=CC=CC=C2C1)=O)=O